phosphaphenanthrene methyl-acrylate COC(C=C)=O.P1=CC=CC=2C3=CC=CC=C3C=CC12